5-{2-fluoro-4-[4-(2-methoxy-5-methylphenyl)-5-oxo-1,2,4-triazol-1-yl]phenoxy}-4-methyl-1,3-thiazole-2-carboxylic acid methyl ester COC(=O)C=1SC(=C(N1)C)OC1=C(C=C(C=C1)N1N=CN(C1=O)C1=C(C=CC(=C1)C)OC)F